3-(5-(4-((1-(4-(7-hydroxy-3-(3-methoxyphenyl)chroman-4-yl)phenyl)piperidin-4-yl)methyl)piperazin-1-yl)-1-oxoisoindolin-2-yl)piperidine-2,6-dione OC1=CC=C2C(C(COC2=C1)C1=CC(=CC=C1)OC)C1=CC=C(C=C1)N1CCC(CC1)CN1CCN(CC1)C=1C=C2CN(C(C2=CC1)=O)C1C(NC(CC1)=O)=O